6-(1-cyclopropyl-1H-pyrazol-4-yl)-N-(2-methyl-5-(2-(pyrrolidin-1-yl)acetamido)pyridin-3-yl)pyrazolo[1,5-a]pyrazine-3-carboxamide C1(CC1)N1N=CC(=C1)C=1N=CC=2N(C1)N=CC2C(=O)NC=2C(=NC=C(C2)NC(CN2CCCC2)=O)C